CN(C1(CCC2(CN(C(N2CCCOC)=O)CCC(N2CC(NCC2)=O)=O)CC1)C1=CC=CC=C1)C CIS-8-Dimethylamino-1-(3-methoxypropyl)-3-[3-oxo-3-(3-oxo-piperazin-1-yl)-propyl]-8-phenyl-1,3-diazaspiro[4.5]decan-2-one